COC(CCCCCC(CO)(C)C)CCCCCC(CO)(C)C 8-methoxy-2,2,14,14-tetramethylpentadecane-1,15-diol